HYDROXY-14-METHYL-15-OXO-3',4'-DIHYDRO-2'H-SPIRO[8,22-DIOXA-1,14-DIAZAPENTACYCLO[16.7.2.17,11.03,6.021,26]OCTACOSA-18,20,26-TRIENE-24,1'-NAPHTHALENE]-17-CARBOXAMIDE OC1C2(C3=CC=CC=C3CC1)COC1=CC=C3C(CC(N(CCC4CCOC(C5CCC5CN(C2)C1=C3)C4)C)=O)C(=O)N